OC1=CC=C(C=C1)CCO[C@@H]1O[C@@H]([C@H]([C@@H]([C@H]1O)O)O)COC (2R,3R,4S,5S,6R)-2-(4-hydroxyphenylethoxy)-6-(methoxymethyl)tetrahydro-2H-pyran-3,4,5-triol